CC=1C(=C(C=CC1O)C1=CC=C(C=C1)O)C dimethylbiphenyl-4,4'-diol